NC1=NC=NN2C1=C(C=C2C#N)Br 4-amino-5-bromopyrrolo[2,1-f][1,2,4]triazine-7-carbonitrile